C(C)C=1C(=C(C=CC1)P(C1=CC=CC=C1)C1=CC=CC=C1)CC diethyl-triphenylphosphine